5-Nonenoic acid C(CCCC=CCCC)(=O)O